O1C=NC(=C1)/C=C/C1=C(C=C2C=C(N(C2=C1)S(=O)(=O)C1=CC=C(C)C=C1)CNC(OC(C)(C)C)=O)OC(F)(F)F tert-butyl (E)-((6-(2-(oxazol-4-yl)vinyl)-1-tosyl-5-(trifluoromethoxy)-1H-indol-2-yl)methyl)carbamate